1-carboxypropyl-3-vinylimidazole bromide [Br-].C(=O)(O)C(CC)C1=NC=CN1C=C